C(=O)(OCC1C2=CC=CC=C2C2=CC=CC=C12)N[C@@H](CCC(=O)O)C(=O)OC(C)(C)C Fmoc-O-tertbutyl-L-glutamic acid